5-((1S)-1-(7-chloro-9-(1-hydroxyethyl)-1,1-dioxido-4-oxo-4,5-dihydrobenzo[f][1,2,5]thiadiazepin-2(3H)-yl)-2-(6-fluoro-2,3-dimethylphenyl)propyl)-1,3,4-oxadiazol-2(3H)-one ClC=1C=C(C2=C(NC(CN(S2(=O)=O)[C@@H](C(C)C2=C(C(=CC=C2F)C)C)C2=NNC(O2)=O)=O)C1)C(C)O